pentadecan-7-ol CCCCCCC(CCCCCCCC)O